porphin sodium salt [Na].C12=CC=C(N1)C=C1C=CC(=N1)C=C1C=CC(N1)=CC=1C=CC(N1)=C2